N1C=C(C2=CC=CC=C12)C[C@H]1N(CCC2=CC(=C(C=C12)OC)OC)C(COC)=O (R)-1-(1-((1H-indol-3-yl)methyl)-6,7-dimethoxy-3,4-dihydroisoquinoline-2(1H)-yl)-2-methoxyethane-1-one